3-[4-bromo-2-(hydroxymethyl)-6-(trifluoromethyl)anilino]-(cis)-1-methyl-cyclobutanol BrC1=CC(=C(NC2CC(C2)(O)C)C(=C1)C(F)(F)F)CO